2-chloro-5-methylpyrimidin ClC1=NC=C(C=N1)C